ClC=1C(=C(C=CC1)C(C)=NS(=O)C(C)(C)C)C N-(1-(3-chloro-2-methyl-phenyl)ethylidene)-2-methylpropane-2-sulfinamide